COCC1=NN2C(S1)=NC(=C2CN)C [2-(methoxymethyl)-6-methyl-imidazo[2,1-b][1,3,4]thiadiazol-5-yl]methanamine